FC(C=1C=CC(=NC1)C1(CC1)C#N)(F)F 1-[5-(trifluoromethyl)-2-pyridinyl]cyclopropanecarbonitrile